NC1=C(C=NN1)C1=C(OC2=CC(=C(C=C2Cl)S(=O)(=O)NC=2N=CSC2)F)C=CC(=C1)Cl 4-[2-(5-amino-1H-pyrazol-4-yl)-4-chlorophenoxy]-5-chloro-2-fluoro-N-1,3-thiazol-4-ylbenzenesulfonamide